NC1=NC=CC(=C1Cl)SC=1C=CC=2C(=NC=C(N2)N2CCC(CC2)(CN)CO)N1 (1-(6-((2-Amino-3-chloropyridin-4-yl)thio)pyrido[2,3-b]pyrazin-2-yl)-4-(aminomethyl)piperidin-4-yl)methanol